FC1=NC(=CC=C1)C 2-fluoro-6-methyl-pyridine